[S].[Li].NC(C1=CC=CC=C1)(C1=CC=CC=C1)N (diaminodiphenyl-methane) Lithium sulfur